N1=CC=CC2=CC=CC(=C12)NC(=O)C=1SC=CC1 N-(quinolin-8-yl)thiophene-2-carboxamide